CN(CC(=O)NC(C)C)C=1C2=C(N=C(N1)C1=NC=CC(=C1)OCCN1CCSCC1)CCC2 2-[methyl(2-{4-[2-(thiomorpholin-4-yl)ethoxy]pyridin-2-yl}-5H,6H,7H-cyclopenta[d]pyrimidin-4-yl)amino]-N-(propan-2-yl)acetamide